5-(tert-butyl)-4H-1,2,4-triazole-3-sulfonyl chloride C(C)(C)(C)C=1NC(=NN1)S(=O)(=O)Cl